BrC1=C(C=C(C(=N1)C1=CC=CC=C1)NC(=O)N[C@H]1[C@@H](CC(C2=CC=CC=C12)(C)C)O)C (6-bromo-5-methyl-2-phenylpyridin-3-yl)-3-((1R,2R)-2-hydroxy-4,4-dimethyl-1,2,3,4-tetrahydronaphthalen-1-yl)urea